NC1CCN(CC1)C1=NC(=C(C2=C1C(NC2)=O)C=2C=C1C=NN(C1=CC2F)CC(C)(C)O)C=2C(=C(C#N)C=CC2)F (4-(4-aminopiperidin-1-yl)-7-(6-fluoro-1-(2-hydroxy-2-methylpropyl)-1H-indazol-5-yl)-3-oxo-2,3-dihydro-1H-pyrrolo[3,4-c]pyridin-6-yl)-2-fluorobenzonitrile